[Si](C)(C)(C(C)(C)C)O[C@@H]1C[C@@H](OC2=C1C=C(C=C2)Cl)C(=O)NN |r| rac-(2R,4R)-4-{[tert-butyl(dimethyl)silyl]oxy}-6-chloro-3,4-dihydro-2H-1-benzopyran-2-carbohydrazide